((4-chloro-2-fluorobenzyl)oxy)-3-iodo-5,8-dihydro-1,7-naphthyridine-7(6H)-carboxylic acid tert-butyl ester C(C)(C)(C)OC(=O)N1CCC=2C=C(C(=NC2C1)OCC1=C(C=C(C=C1)Cl)F)I